N1CC(C1)C1=CN(C2=CN=CC=C21)C2=C(C(=O)N(C(C)C)C(C)C)C=C(C=C2)F 2-(3-(azetidin-3-yl)-1H-pyrrolo[2,3-c]pyridin-1-yl)-5-fluoro-N,N-diisopropylbenzamide